FC1=C(C(=O)N[C@H](C(=O)OCC)CC2=C3C=CC=NC3=C(C=C2)N2C(N(C3=C(C2=O)C=CN=C3)C)=O)C(=CC(=C1)N1[C@H](COCC1)C(F)(F)F)C Ethyl (S)-2-(2-fluoro-6-methyl-4-((R)-3-(trifluoromethyl)morpholino)benzamido)-3-(8-(1-methyl-2,4-dioxo-1,4-dihydropyrido[3,4-d]pyrimidin-3(2H)-yl)quinolin-5-yl)propanoate